FC1=CC=2C=C3N(C2C=C1)CCOC3 8-fluoro-1H,3H,4H-[1,4]oxazino[4,3-a]indole